3-iodo-6-(methylamino)imidazo[1,2-a]pyridine-5-carbonitrile IC1=CN=C2N1C(=C(C=C2)NC)C#N